C1(CC1)C=1SC(=CN1)C=1C=C(C=CC1)N(C(=O)[C@@H]1CC[C@H](CC1)NC(=O)C1CNC1)C[C@@H]1CC[C@H](CC1)C1=CC(=C(C=C1)OC)C N-(trans-4-((3-(2-Cyclopropylthiazol-5-yl)phenyl)((trans-4-(4-methoxy-3-methylphenyl)cyclohexyl)methyl)carbamoyl)cyclohexyl)azetidine-3-carboxamide